N-(1,1-dimethylsilinan-4-yl)-4-(trifluoromethyl)-1H-pyrrolo[2,3-b]pyridine-2-carboxamide C[Si]1(CCC(CC1)NC(=O)C1=CC=2C(=NC=CC2C(F)(F)F)N1)C